O=C1NC=2C(=NC=CC2C=2C=CC3=C(CCCCC3NC(=O)C3=NC(=NO3)C(C)(C)C)C2)N1 3-tert-Butyl-[1,2,4]oxadiazole-5-carboxylic acid [2-(2-oxo-2,3-dihydro-1H-imidazo[4,5-b]pyridin-7-yl)-6,7,8,9-tetrahydro-5H-benzocyclohepten-5-yl]-amide